FC1=C(C(=CC=C1)OC)N1CCNCC1 1-(2-Fluoro-6-methoxyphenyl)piperazine